N-(2-Chloro-5-((1R,3R)-2,2-dichloro-3-(4-fluoro-3-(trifluoromethyl)phenyl)cyclopropane-1-carboxamido)phenyl)-3,5-difluorobenzamide ClC1=C(C=C(C=C1)NC(=O)[C@@H]1C([C@H]1C1=CC(=C(C=C1)F)C(F)(F)F)(Cl)Cl)NC(C1=CC(=CC(=C1)F)F)=O